(2-Chloroethyl)trimethylammonium chlorid tert-butyl-4-((4-(3-(2,6-bis(benzyloxy)pyridin-3-yl)-1-methyl-1H-indazol-6-yl)-4-hydroxypiperidin-1-yl)methyl)piperidine-1-carboxylate C(C)(C)(C)OC(=O)N1CCC(CC1)CN1CCC(CC1)(O)C1=CC=C2C(=NN(C2=C1)C)C=1C(=NC(=CC1)OCC1=CC=CC=C1)OCC1=CC=CC=C1.[Cl-].ClCC[N+](C)(C)C